N-(2,5-bis(3-phenylureido)phenyl)toluenesulfonamide C1(=CC=CC=C1)NC(NC1=C(C=C(C=C1)NC(=O)NC1=CC=CC=C1)NS(=O)(=O)CC1=CC=CC=C1)=O